COC(C1=C(C=CC=C1)C(C1=CC=CC=C1)=O)=O.C1(=CC=CC=C1)P(C1=CC=CC=C1)C1=C(C=2CC3=CC=CC=C3OC2C=C1)P(C1=CC=CC=C1)C1=CC=CC=C1 bis(diphenylphosphino)xanthene methyl-o-benzoylbenzoate